benzo[d][1,3]dioxin-5-carboxamide O1COCC2=C1C=CC=C2C(=O)N